tert-butyl 5-carbonylhexahydrocyclopenta[c]pyrrole-2(1H)-carboxylate C(=O)=C1CC2C(CN(C2)C(=O)OC(C)(C)C)C1